ClC=1C(=NC2=CC(=CC(=C2C1)F)CC(C)C1=C[C@H]([C@H]2[C@@H]1OC(O2)(C)C)N2C=CC1=C2N=CN=C1C)N 3-chloro-7-(2-((3aS,4R,6aR)-2,2-dimethyl-4-(4-methyl-7H-pyrrolo[2,3-d]pyrimidin-7-yl)-3a,6a-dihydro-4H-cyclopenta[d][1,3]dioxol-6-yl)propyl)-5-fluoroquinolin-2-amine